O=C1NC(CC[C@H]1N1CCC2=C(C(=C(C=C12)F)C1CCN(CC1)C(=O)OC(C)(C)C)F)=O tert-butyl (R)-4-(1-(2,6-dioxopiperidin-3-yl)-4,6-difluoroindolin-5-yl)piperidine-1-carboxylate